CN[C@@H](C)C1=CC=CC=C1 methyl-[(1S)-1-phenylethyl]amine